3-methyl-2-(1,4-dioxaspiro[4.5]dec-7-en-8-yl)-5-(trifluoromethyl)pyridine CC=1C(=NC=C(C1)C(F)(F)F)C1=CCC2(OCCO2)CC1